2-{1-[N-methyl-7-(1H-indole-2-carbonyl)-5H,6H,7H,8H-imidazo[1,5-a]pyrazine-1-amido]cyclopropyl}pyrimidine-5-carboxylic acid CN(C(=O)C=1N=CN2C1CN(CC2)C(=O)C=2NC1=CC=CC=C1C2)C2(CC2)C2=NC=C(C=N2)C(=O)O